Cl[Ru-4](=CC1=C(C=CC=C1)OC(C)C)(=C1N(CCN1C1=C(C=CC=C1)C(C)C)C1=C(C=CC=C1)C(C)C)Cl dichloro[1,3-bis(2-isopropylphenyl)-2-imidazolidinylidene](2-isopropyloxyphenylmethylene)ruthenium (II)